CC(C=C(C)C1=CC=C(C=C1)O)(CC(C)(C1=CC=C(C=C1)O)C)C1=CC=C(C=C1)O 4,6-dimethyl-2,4,6-tris(4-hydroxyphenyl)-hept-2-ene